FC=1N=C(SC1CC1=CC=C(C=C1)F)C(=O)NC(C)C 4-fluoro-5-[(4-fluorophenyl)methyl]-N-isopropyl-thiazole-2-carboxamide